4-[5-({[4-(Aminomethyl)phenyl]methyl}(methyl)amino)-1-(thiophen-3-carbonyl)-1H-pyrazol-3-yl]-N,N,3-trimethyl-2-oxopiperidin-1-sulfonamid NCC1=CC=C(C=C1)CN(C1=CC(=NN1C(=O)C1=CSC=C1)C1C(C(N(CC1)S(=O)(=O)N(C)C)=O)C)C